(R)-N-(1-(3-amino-5-(trifluoromethyl)phenyl)ethyl)-6-(2-cyclopropoxyethoxy)-7-ethynyl-2-methyl-quinazolin-4-amine NC=1C=C(C=C(C1)C(F)(F)F)[C@@H](C)NC1=NC(=NC2=CC(=C(C=C12)OCCOC1CC1)C#C)C